(R)- or (S)-2-Cyclopropyl-6-[1-(2-fluoro-6-methyl-phenyl)-piperidin-4-yl]-7-methyl-4-(2-trifluoromethylbenzyl)-2,4,6,7-tetrahydro-pyrazolo[4,3-d]pyrimidin-5-one C1(CC1)N1N=C2C(N(C(N([C@@H]2C)C2CCN(CC2)C2=C(C=CC=C2C)F)=O)CC2=C(C=CC=C2)C(F)(F)F)=C1 |o1:10|